C1(CC1)N(C1=CC=C(N=N1)C1=CC(=C(C=C1O)/C=C/C(=O)NC)F)C1C[C@]2(CCC[C@@](C1)(N2)C)C (2E)-3-[4-(6-{cyclopropyl-[(1R,3S,5S)-1,5-dimethyl-9-azabicyclo[3.3.1]nonan-3-yl]amino}pyridazin-3-yl)-2-fluoro-5-hydroxyphenyl]-N-methylprop-2-enamide